C1(CC1)CN[C@H]1[C@@H](C1)C=1N=C(SC1)C(=O)NC1CCC(CC1)(F)F 4-(trans-2-((cyclopropylmethyl)amino)-cyclopropyl)-N-(4,4-difluorocyclohexyl)-thiazole-2-carboxamide